C1=CC=CC=2C3=CC=CC=C3C(C12)COC(=O)N[C@H](C(=O)OCC=C)CC=1SC2=C(N1)C=CC=C2 allyl (S)-2-((((9H-fluoren-9-yl)methoxy)carbonyl)amino)-3-(benzo[d]thiazol-2-yl)propanoate